NC=1C=C(C=CC1N1CCC2(CN(C2)C)CC1)NC1=NC=C(C(=N1)NC1=C(C=CC=C1)P(C)C)Cl (2-((2-((3-amino-4-(2-methyl-2,7-diazaspiro[3.5]nonan-7-yl)phenyl)amino)-5-chloropyrimidin-4-yl)amino)phenyl)dimethylphosphine